NC=1C(=NC=C(N1)N1CCC(CC1)(C)CN)SC=1C(=C(C=CC1)NC(=O)NS(=O)(=O)C1=NC=CC=C1)Cl N-((3-((3-amino-5-(4-(aminomethyl)-4-methylpiperidin-1-yl)pyrazin-2-yl)thio)-2-chlorophenyl)carbamoyl)pyridine-2-sulfonamide